CN1N=C(C=C1C)NC1=NC=C(C(=N1)C1=CNC2=C(C=CC=C12)N)C 3-[2-[(1,5-dimethylpyrazol-3-yl)amino]-5-methyl-pyrimidin-4-yl]-1H-indol-7-amine